di-(3,5-dimethyl-dihydroxyphenyl)sulfone CC=1C(=C(C(=C(C1)C)O)S(=O)(=O)C1=C(C(=CC(=C1O)C)C)O)O